C[Si](C)(C)CCCCC1=CC=C(C=C1)CCCC[Si](C)(C)C 1,4-bis(trimethylsilylbutyl)benzene